(1R,4R)-5-(6-((1-(4-(Difluoromethyl)phenyl)-4-methyl-1H-1,2,3-triazol-5-yl)Methoxy)pyridazin-3-yl)-2-(4-methoxybenzyl)-2,5-diazabicyclo[2.2.1]heptane-3-one FC(C1=CC=C(C=C1)N1N=NC(=C1COC1=CC=C(N=N1)N1[C@H]2C(N([C@@H](C1)C2)CC2=CC=C(C=C2)OC)=O)C)F